[2-(aminomethyl)-3,3-difluoro-allyl]-4-[[3-methyl-5-[6-(trifluoromethyl)-3-pyridinyl]-2-thienyl]methyl]-1,2,4-triazol-3-one trifluoroacetate salt FC(C(=O)O)(F)F.NCC(CC=1N(C(NN1)=O)CC=1SC(=CC1C)C=1C=NC(=CC1)C(F)(F)F)=C(F)F